C(C)(=O)N([C@@H](CC(N)=O)C(=O)O)C1[C@H](N)[C@@H](O)[C@H](O)[C@H](O1)CO N-acetylglucosaminyl-asparagine